2,6-di(quinolin-8-yl)pyridine N1=CC=CC2=CC=CC(=C12)C1=NC(=CC=C1)C=1C=CC=C2C=CC=NC12